C1(=CC=CC=C1)C1=C(C(C(=O)[O-])=CC=C1)O.C1(=CC=CC=C1)C1=C(C(C(=O)[O-])=CC=C1)O.[Cu+2] copper bis(3-phenyl salicylate)